[(Z)-1-Aminoethylideneamino](2S,5'R)-7-chloro-1'-methoxy-5'-methyl-3,3'-dioxo-4-(2-tetrahydropyran-2-yloxyethoxy)spiro[benzofuran-2,6'-cyclohexene]-6-carboxylate N\C(\C)=N/C1=C([C@]2([C@@H](CC1=O)C)OC1=C(C2=O)C(=CC(=C1Cl)C(=O)[O-])OCCOC1OCCCC1)OC